6-chloro-1-(3,4,5-trimethoxyphenyl)-1,3-dihydro-2H-imidazo[4,5-c]pyridin-2-one ClC1=CC2=C(C=N1)NC(N2C2=CC(=C(C(=C2)OC)OC)OC)=O